C(N)(OCCCCCCC)=O (heptyl) carbamate